6-bromo-1-(1,1-bis(pyridin-2-yl)ethyl)-1H-indol-4-amine BrC=1C=C(C=2C=CN(C2C1)C(C)(C1=NC=CC=C1)C1=NC=CC=C1)N